(S)-3-(4-(2,6-dichloro-4-fluorophenyl)naphthalen-1-yl)-2-(2,6-difluorobenzoylamino)propionic acid ClC1=C(C(=CC(=C1)F)Cl)C1=CC=C(C2=CC=CC=C12)C[C@@H](C(=O)O)NC(C1=C(C=CC=C1F)F)=O